diphenyltellurium(IV) C1(=CC=CC=C1)[Te+2]C1=CC=CC=C1